OC=1C=C(C=CC1O)P(O)(O)=O 3,4-dihydroxyl-phenylphosphonic acid